5-bromopyrimidine-2-carboxylic acid tert-butyl ester C(C)(C)(C)OC(=O)C1=NC=C(C=N1)Br